(R)-1-((5-fluoropyridin-2-yl)methyl)-3-(4-(3-methyl-5,6,7,8-tetrahydroimidazo[1,5-a]pyridin-5-yl)phenyl)urea FC=1C=CC(=NC1)CNC(=O)NC1=CC=C(C=C1)[C@H]1CCCC=2N1C(=NC2)C